C1(CCCCC1)C(=O)OCCCCOC(\C(=C\C(=O)O)\C)=O methyl-(2E)-but-2-ene-1,4-dioic acid cyclohexylcarbonyloxybutyl ester